C(C1=CC=CC=C1)OC([C@H](C)OC([C@@H](CCC1=CC=CC=C1)NC(=O)OC(C)(C)C)=O)=O (R)-2-((tert-butoxycarbonyl)amino)-4-phenylbutyric acid (S)-1-(benzyloxy)-1-oxopropan-2-yl ester